4-(2-(2-Aminoethoxy)-ethyl)-morpholin NCCOCCN1CCOCC1